O=C1N(CC2=CC(=CC=C12)C1=NC=CC(=C1)CN1CC(C1)NC1=CC=CC=C1)C1C(NC(CC1)=O)=O 3-(1-oxo-5-(4-((3-(phenylamino)azetidin-1-yl)methyl)pyridin-2-yl)isoindolin-2-yl)piperidine-2,6-dione